C(C)(C)(C)OC(=O)N1C(CC1)C=1N=NC(=CC1)Cl (6-Chloropyridazin-3-yl)azetidine-1-carboxylic acid tert-butyl ester